8-{6-[3-(Dimethylamino)propoxy]pyridin-3-yl}-3-methyl-1-(tetrahydro-2H-pyran-4-yl)-1,3-dihydro-2H-imidazo[4,5-c]quinolin-2-one CN(CCCOC1=CC=C(C=N1)C1=CC=2C3=C(C=NC2C=C1)N(C(N3C3CCOCC3)=O)C)C